BrC1=CC=C2C=CN(C(C2=C1)=O)C 7-bromo-2-methyl-1,2-dihydro-1-isoquinolinone